N[C@@H](C(=O)N(CC1=CC=CC=C1)[C@H](C(=O)OC)CC)CC Methyl (S)-2-((R)-2-amino-N-benzylbutanamido)butanoate